BrC=1C=C(C2=C(C=C(C(O2)C(F)(F)F)C(=O)O)C1)C(C[2H])(F)F 6-bromo-8-(1,1-difluorodeuteroethyl)-2-trifluoromethyl-2H-benzopyran-3-carboxylic acid